ClCC=1N=C2N(C=C(C=C2)CN(C(OC(C)(C)C)=O)CC23CC(C2)(C3)F)C1 tert-butyl N-[[2-(chloromethyl)imidazo[1,2-a]pyridin-6-yl]methyl]-N-[(3-fluoro-1-bicyclo[1.1.1]pentanyl)methyl]carbamate